CS(=O)(=O)N1CCC2=CC=CC(=C12)C=1C(=NC(=NC1)N)N (1-(methylsulfonyl)indolin-7-yl)pyrimidine-2,4-diamine